tridecanedioic acid anion C(CCCCCCCCCCCC(=O)[O-])(=O)[O-]